TRICHLOROSALICYLANILIDE C1=CC(=CC=C1NC(=O)C2=C(C(=CC(=C2)Cl)Cl)O)Cl